C(=O)(OCC1=CC=CC=C1)N[C@@H](C(C)C)C(=O)NCCCC[C@H](N)C(=O)O Nε-(N-Cbz-valyl)lysine